bis(4-amino-4-carboxyphenyl)methane NC1(CC=C(C=C1)CC1=CCC(C=C1)(N)C(=O)O)C(=O)O